((S)-(3-chlorophenyl)(cyclopropyl)methyl)-2-(2,6-dioxopiperidin-3-yl)-1-oxoisoindoline-5-carboxamide ClC=1C=C(C=CC1)[C@H](C1CC1)C1N(C(C2=CC=C(C=C12)C(=O)N)=O)C1C(NC(CC1)=O)=O